(S)-3-(6-(4-((1-oxa-8-azaspiro[4.5]decan-8-yl)methyl)benzyl)-2-oxobenzo[cd]indol-1(2H)-yl)piperidine-2,6-dione O1CCCC12CCN(CC2)CC2=CC=C(CC=1C=3C4=C(C(N(C4=CC1)[C@@H]1C(NC(CC1)=O)=O)=O)C=CC3)C=C2